C(C1=CC=CC=C1)N(C(=O)C1=NOC(=N1)C1=CC(=CC=C1)C(C1=CC=C(C=C1)OC(F)(F)F)(O)C1(CN(C1)C)C)C 5-{3-[(1,3-Dimethyl-azetidin-3-yl)-hydroxy-(4-trifluoromethoxy-phenyl)-methyl]-phenyl}-[1,2,4]oxadiazole-3-carboxylic acid benzyl-methyl-amide